C(C)[NH3+] N-ethyl-ammonium